ClC=1C(=NC(=NC1)NC1CCOCC1)C1=CC=C2CN(C(C2=C1)=O)CC(=O)NC(CO)(CO)C1=CC=CC=C1 2-(6-{5-chloro-2-[(Oxan-4-yl)amino]pyrimidin-4-yl}-1-oxo-2,3-dihydro-1H-isoindol-2-yl)-N-(1,3-dihydroxy-2-phenylpropan-2-yl)acetamide